(+/-)-Sodium hydrate O.[Na]